COC1=C(C=CC(=C1)/C=C/C(=O)O[C@@]2(C[C@H]([C@@H]([C@@H](C2)OC(=O)/C=C/C3=CC(=C(C=C3)O)O)O)O)C(=O)O)O 1-feruloyl-5-caffeoylquinic acid